N-[6-(difluoromethyl)-2-pyridyl]-2-[4-[[[1-[4-[(2,6-dioxo-3-piperidyl)amino]phenyl]-4-piperidyl]-methyl-amino]methyl]cyclohexyl]-7-isopropoxy-imidazo[1,2-a]pyridine-6-carboxamide FC(C1=CC=CC(=N1)NC(=O)C=1C(=CC=2N(C1)C=C(N2)C2CCC(CC2)CN(C)C2CCN(CC2)C2=CC=C(C=C2)NC2C(NC(CC2)=O)=O)OC(C)C)F